5-{4-amino-5-[(3,3-difluoroazetidin-1-yl)methyl]pyrrolo[2,1-f][1,2,4]-triazin-7-yl}-2-chloro-4-fluoro-N-[(3R,4S)-4-fluoro-1-(3-fluorocyclobutanecarbonyl)pyrrolidin-3-yl]-benzamide NC1=NC=NN2C1=C(C=C2C=2C(=CC(=C(C(=O)N[C@@H]1CN(C[C@@H]1F)C(=O)C1CC(C1)F)C2)Cl)F)CN2CC(C2)(F)F